7-(4-dimethylaminobutoxy)-3-acetylcoumarin oxime CN(CCCCOC1=CC=C2C=C(C(OC2=C1)=NO)C(C)=O)C